6-Amino-3-(3-(cyanomethyl)-1',2'-dihydrospiro[cyclobutane-1,3'-pyrrolo[2,3-b]pyridin]-5'-yl)-2-fluoro-N,N-dimethylbenzamide NC1=CC=C(C(=C1C(=O)N(C)C)F)C=1C=C2C(=NC1)NCC21CC(C1)CC#N